Cl.NCC1=CC(=C(C=C1)O)OC 4-(aminomethyl)-2-methoxyphenol hydrochloride